C(C)(C)N1N=CC(=C1)C1=CC(=NC=C1)N(C(=O)C1CCC(CC1)N1CC(C1)CO)CC12CCC(CC1)(CC2)C2=CC(=C(C=C2)OC)C 4-((4-(1-Isopropyl-1H-pyrazol-4-yl)pyridin-2-yl)((4-(4-methoxy-3-methylphenyl)bicyclo[2.2.2]octan-1-yl)methyl)carbamoyl)cyclohexyl-3-(hydroxymethyl)azetidine